ClCC(=O)NC1(C(CCCC1)=O)C1=CC=C(C=C1)C 2-chloro-N-(2-oxo-1-(4-methylphenyl)cyclohexyl)acetamide